CC1CCC=2C(CCC(CC12)C(C)C)C 1,4-dimethyl-7-propan-2-yl-1,2,3,4,5,6,7,8-octahydroazulene